(s)-2-amino-2-(4-bromophenyl)ethan-1-ol N[C@H](CO)C1=CC=C(C=C1)Br